C(C)C=1C=C(C=C(C1)C)C1CCC2(CN(C2)C(=O)C2CC(C2)(C)O)CC1 (7-(3-Ethyl-5-methylphenyl)-2-azaspiro[3.5]nonan-2-yl)((1s,3s)-3-hydroxy-3-methylcyclobutyl)methanone